CN1N=CC(=C1)C=1N=C(NC1)C1N(CCCC1)C(C(C)SC)=O 1-(2-(4-(1-methyl-1H-pyrazol-4-yl)-1H-imidazol-2-yl)piperidin-1-yl)-2-(methyl-thio)propan-1-one